4-(7-bromonaphthalen-2-yl)phenol BrC1=CC=C2C=CC(=CC2=C1)C1=CC=C(C=C1)O